[6-[(2,4-difluorophenyl)methyl]-2-azaspiro[3.3]heptan-2-yl]-[6-[4-(trifluoromethylsulfonyl)phenyl]-2-azaspiro[3.3]heptan-2-yl]methanone FC1=C(C=CC(=C1)F)CC1CC2(CN(C2)C(=O)N2CC3(C2)CC(C3)C3=CC=C(C=C3)S(=O)(=O)C(F)(F)F)C1